O=C1NC(CCC1C1=NN(C2=CC(=CC=C12)N1CCCCC1)C)=O 1-(3-(2,6-dioxopiperidin-3-yl)-1-methyl-1H-indazol-6-yl)piperidin